N1CC(C1)OC1CCN(CC1)C(=O)OC(C)(C)C Tert-butyl 4-(azetidin-3-yloxy)piperidine-1-carboxylate